3-(2-(4-methoxybenzoyl)-1,2,3,4-tetrahydroisoquinolin-5-yl)-3-(4-acetamidophenyl)propionic acid COC1=CC=C(C(=O)N2CC3=CC=CC(=C3CC2)C(CC(=O)O)C2=CC=C(C=C2)NC(C)=O)C=C1